N[C@@H](CNC(=O)OC(C)(C)C)C1=CC=C(C(=O)OCC)C=C1 |r| (±)-Ethyl 4-(1-amino-2-((tert-butoxycarbonyl)amino)ethyl)benzoate